CC1=C(OCC2=CC=C(O2)C(=O)N2CCN(CC2)CC2=NC3=C(N2C[C@H]2OCC2)C=C(C=C3)C(=O)O)C=CC=C1 2-[(4-{5-[(2-methylphenoxy)methyl]furan-2-carbonyl}piperazin-1-yl)methyl]-1-{[(2S)-oxetan-2-yl]methyl}-1H-1,3-benzodiazole-6-carboxylic acid